N-octadecyl-2-(3,4-di-tert-butylcarbonyloxy-phenyl)-3,5,7-tri-tert-butylcarbonyloxy-quinolin-4-one C(CCCCCCCCCCCCCCCCC)N1C(=C(C(C2=C(C=C(C=C12)OC(=O)C(C)(C)C)OC(=O)C(C)(C)C)=O)OC(=O)C(C)(C)C)C1=CC(=C(C=C1)OC(=O)C(C)(C)C)OC(=O)C(C)(C)C